FCN1CCCCC1 (fluoromethyl)piperidin